1-[3-(Propan-2-yl)-2,3,4,5-tetrahydro-1H-[1,4]diazepino[1,7-a]indol-9-yl]-4-{[4-(4,4,5,5-tetramethyl-1,3,2-dioxa-borolan-2-yl)phenyl]methoxy}pyridin-2(1H)-one CC(C)N1CCN2C(=CC=3C=C(C=CC23)N2C(C=C(C=C2)OCC2=CC=C(C=C2)B2OC(C(O2)(C)C)(C)C)=O)CC1